O=C1N(CCC(N1)=O)N1C(C2=CC=C(C=C2C1)CN1CCC(CC1)N1N=C2C=C(C(=CC2=C1)NC(C1=NC(=CC=C1)C(F)(F)F)=O)C(C)(C)O)=O N-(2-(1-((2-(2,4-dioxotetrahydropyrimidin-1(2H)-yl)-1-oxoisoindolin-5-yl)methyl)piperidin-4-yl)-6-(2-hydroxypropane-2-yl)-2H-indazol-5-yl)-6-(trifluoromethyl)picolinamide